O1C(C=CC2=C1C=CC=C2)=O benzopyran-2-one